CNCCCNC(C(=C)C)=O N-(methylaminopropyl)methacrylamide